benzyl-4-methyl-7-nitro-3,4-dihydroquinoxalin C(C1=CC=CC=C1)C1=NC2=CC(=CC=C2N(C1)C)[N+](=O)[O-]